(S)-2-((benzyloxy)methyl)-4-oxopyrrolidine-1-carboxylic acid tert-butyl ester C(C)(C)(C)OC(=O)N1[C@@H](CC(C1)=O)COCC1=CC=CC=C1